OC12CC3(CC(CC(C1)C3)C2)NC=2C=C(C=3N(N2)C(=CN3)C#N)NC3=NC2=C(C=CC=C2C=C3)OC 6-[(3-hydroxyadamantan-1-yl)amino]-8-[(8-methoxyquinolin-2-yl)amino]imidazo[1,2-b]pyridazine-3-carbonitrile